OCCCOC=1C(OC2=CC=CC=C2C1C)=O (hydroxypropoxy)-4-methylcoumarin